NC=1C(=NC(=C(N1)F)C1=CC2=C(OCCO2)C(=C1)CN(C)C)C=1C=C2C(=CNC(C2=CC1)=O)F 6-(3-amino-6-(8-((dimethylamino)methyl)-2,3-dihydrobenzo[b][1,4]dioxin-6-yl)-5-fluoropyrazin-2-yl)-4-fluoroisoquinolin-1(2H)-one